(E)-4-(6-(benzyloxy)-3-bromoquinolin-5-yl)but-3-en-1-amine C(C1=CC=CC=C1)OC=1C(=C2C=C(C=NC2=CC1)Br)/C=C/CCN